2-fluoro-5-(4-methyl-1H-imidazol-1-yl)-4-nitrobenzoic acid methyl ester COC(C1=C(C=C(C(=C1)N1C=NC(=C1)C)[N+](=O)[O-])F)=O